FC=1C=C2C(C(NC2=CC1)=O)=CC1=C(C(=CN1)C(=O)NCCNC([C@H](C)N(C(C=C)=O)C)=O)C 5-[(5-fluoro-2-oxo-indolin-3-ylidene)methyl]-4-methyl-N-[2-[[(2S)-2-[methyl(prop-2-enoyl)amino]propanoyl]amino]ethyl]-1H-pyrrole-3-carboxamide